[Li+].[Li+].C(C)(C)C1C(C(CCC1)C(=O)[O-])C(=O)[O-] 3-isopropylcyclohexane-1,2-dicarboxylic acid, dilithium salt